N-(9-methyl-3-oxa-9-azabicyclo[3.3.1]nonan-7-yl)-1,2,4,5-tetrahydro-[1,4]oxazepino[4,5-a]indole-11-carboxamide CN1C2COCC1CC(C2)NC(=O)C2=C1N(C=3C=CC=CC23)CCOCC1